N-((1H-Indazol-5-yl)methyl)-N-methyl-1-(naphthalen-1-yl)cyclopropanamine N1N=CC2=CC(=CC=C12)CN(C1(CC1)C1=CC=CC2=CC=CC=C12)C